C(C)(C)(C)OC(=O)N1CC2=C(C=C(C=C2CC1)C1=CN(C(C=C1)=O)C)NC1=C(C=C(C(=C1)C(F)F)C=1C=NN(C1)C)F 8-((5-(difluoromethyl)-2-fluoro-4-(1-methyl-1H-pyrazol-4-yl)phenyl)amino)-6-(1-methyl-6-oxo-1,6-dihydropyridin-3-yl)-3,4-dihydroisoquinoline-2(1H)-carboxylic acid tert-butyl ester